5-(6-(2-hydroxy-4-(trifluoromethyl)phenyl)-5-methyl-2H-pyrazolo[3,4-b]pyrazin-2-yl)-1-methylpiperidin-2-one OC1=C(C=CC(=C1)C(F)(F)F)C=1C(=NC=2C(N1)=NN(C2)C2CCC(N(C2)C)=O)C